CC=1C=C(C=C2C=NNC12)\C(=C(/CC)\C1=CC=CC=C1)\C1=CC=C(C=C1)/C=C/C(=O)O (E)-3-(4-((E)-1-(7-methyl-1H-indazol-5-yl)-2-phenylbut-1-en-1-yl)phenyl)acrylic acid